3-[3-(3,4,5-trimethoxyphenyl)-1H-pyrazolo[3,4-b]pyridin-4-yl]phenol COC=1C=C(C=C(C1OC)OC)C1=NNC2=NC=CC(=C21)C=2C=C(C=CC2)O